3,3-difluorocyclobutylmethylamine hydrochloride Cl.FC1(CC(C1)CN)F